CCN(CC)C1=CC=C(C=C1)C(=C2C=CC(=[N+](CC)CC)C=C2)C3=CC=C(C=C3)N(CC)CC The molecule is an iminium ion that is the cationic component of the histological dye 'ethyl violet'. It has a role as a fluorochrome and a histological dye.